ClC1=C(C=C(C=C1)C1=CN(C(C=C1)=O)C(C)C)C[C@@H](C(=O)NC1=CC=C(C=C1)C=1N(N=CC1C)C)NC(C(C)C)=O N-[(1S)-1-[[2-chloro-5-(1-isopropyl-6-oxo-3-pyridyl)phenyl]methyl]-2-[4-(2,4-dimethylpyrazol-3-yl)anilino]-2-oxo-ethyl]-2-methyl-propanamide